Ethyl 2-(4-((4-(4-isopropylphenyl)-5-oxo-4,5-dihydro-1H-1,2,4-triazol-1-yl)methyl)-2,6-dimethylphenoxy)-2-methylpropionate C(C)(C)C1=CC=C(C=C1)N1C=NN(C1=O)CC1=CC(=C(OC(C(=O)OCC)(C)C)C(=C1)C)C